magnesium aluminum cobalt oxide [Co]=O.[Al].[Mg]